COCOC1=C(C=CC(=C1)F)C(=CC(=O)O)C1=CC=CC=C1 3-(2-methoxymethoxy-4-fluorophenyl)-3-phenyl-acrylic acid